anti-3-fluoro-3-pyridin-2-yl-N-[4-trifluoromethylphenyl]-8-azabicyclo[3.2.1]octane-8-carboxamide FC1(CC2CCC(C1)N2C(=O)NC2=CC=C(C=C2)C(F)(F)F)C2=NC=CC=C2